FC(CN1C(=NC=C1)S(=O)(=O)NC=1C=CC(=C2C=CC=NC12)OC1=CC(=CC=C1)C(F)(F)F)(F)F 1-(2,2,2-trifluoroethyl)-N-(5-(3-(trifluoromethyl)phenoxy)quinolin-8-yl)-1H-imidazole-2-sulfonamide